isoquinolin-6-ol C1=NC=CC2=CC(=CC=C12)O